C(CCCCCCCC=CCCCC)(=O)O 9-Tetradecenic acid